10-[4-[4-[(2,6-dioxo-3-piperidyl)amino]phenyl]piperazin-1-yl]-10-oxo-decanoic acid trifluoroacetate FC(C(=O)O)(F)F.O=C1NC(CCC1NC1=CC=C(C=C1)N1CCN(CC1)C(CCCCCCCCC(=O)O)=O)=O